FC(C1=NC=CC(=C1C(=O)O)C(F)F)F 2,4-bis(difluoromethyl)pyridine-3-carboxylic acid